2-[(1R,6R)-3-methyl-6-(1-methyl-vinyl)-2-cyclohexene-1-yl]-5-amyl-1,3-benzenediol CC1=C[C@H]([C@@H](CC1)C(=C)C)C1=C(C=C(C=C1O)CCCCC)O